COC1=C(C=CC=C1)C1CCN(CC1)C1=NC(=NC2=CC=C(C=C12)N(CCN1CCOCC1)C)C1=CC=CC=C1 {4-[4-(2-methoxy-phenyl)-piperidin-1-yl]-2-phenyl-quinazolin-6-yl}-methyl-(2-morpholin-4-yl-ethyl)-amine